1,3,5-tris(4'-aminophenoxy)benzene NC1=CC=C(OC2=CC(=CC(=C2)OC2=CC=C(C=C2)N)OC2=CC=C(C=C2)N)C=C1